ClC1=NC(=C2N=CN(C2=N1)[C@H]1[C@@H]([C@@H]([C@H](O1)COCP(O)(O)=O)O)O)N[C@@H](C)C1=CC=CC=C1 ({[(2R,3S,4R,5R)-5-(2-chloro-6-{[(1S)-1-phenylethyl]amino}-9H-purin-9-yl)-3,4-dihydroxyoxolan-2-yl]methoxy}methyl)phosphonic acid